C(C1=CC=CC=C1)OC=1C=CC=C2C(=CN(C12)CC1=CC(=CC(=C1)C(F)(F)F)C(F)(F)F)/C=C(/C(=O)[O-])\C#N (E)-3-(7-(benzyloxy)-1-(3,5-bis(trifluoromethyl) benzyl)-1H-indol-3-yl)-2-cyanoacrylate